phosphoroate P([O-])([O-])([O-])=O